ethyl 2-chloro-6-(3-(2-(dispiro[2.0.24.13]heptan-7-yl)ethoxy)-1H-pyrazol-1-yl)nicotinate ClC1=C(C(=O)OCC)C=CC(=N1)N1N=C(C=C1)OCCC1C2(C13CC3)CC2